[4-(trifluoromethoxy)piperidine-1-carbonyl]benzonitrile FC(OC1CCN(CC1)C(=O)C1=C(C#N)C=CC=C1)(F)F